FC=1C=C2C(=CC(N(C2=CC1)C)=O)N1CCC(CC1)C=1OC2=C(N1)C=C(C=C2)C 6-fluoro-1-methyl-4-(4-(5-methylbenzo[d]oxazol-2-yl)piperidin-1-yl)quinolin-2(1H)-one